5-methyl-2-[1-methyl-5-(trifluoromethylthio)benzimidazol-2-yl]pyridine-3-carboxylic acid ethyl ester C(C)OC(=O)C=1C(=NC=C(C1)C)C1=NC2=C(N1C)C=CC(=C2)SC(F)(F)F